N-[2-([1,2,4]triazolo[4,3-a]pyridin-3-yl)ethyl]-1H-indazole-3-carboxamide N=1N=C(N2C1C=CC=C2)CCNC(=O)C2=NNC1=CC=CC=C21